C(#N)C1=C(C=C(C=C1)N1C([C@H]2[C@@]3(C[C@@H]([C@]([C@H]2C1=O)(O3)C)NC(=O)C3=NNC=C3)C)=O)C(F)(F)F N-((3aS,4S,5S,7S,7aR)-2-(4-cyano-3-(trifluoromethyl)phenyl)-4,7-dimethyl-1,3-dioxooctahydro-1H-4,7-epoxyisoindol-5-yl)-1H-pyrazole-3-carboxamide